N-{4-[(E)-2-{1,4-dioxaspiro[4.5]decan-8-yl}ethenyl]-1,3-thiazol-2-yl}-1-(pyridin-4-ylmethyl)pyrrole-2-carboxamide O1CCOC12CCC(CC2)/C=C/C=2N=C(SC2)NC(=O)C=2N(C=CC2)CC2=CC=NC=C2